2-oxolanilide O1C(=CC=C1)C(=O)NC1=CC=CC=C1